N,N,N',N'',N''-diethylenetriaminepentaacetic acid C(CN(CC(=O)O)CC(=O)O)N(CCN(CC(=O)O)CC(=O)O)CC(=O)O